(2-chloro-3-fluorophenyl)(cyclopropyl)methanamine ClC1=C(C=CC=C1F)C(N)C1CC1